1-(9Z-heptadecenoyl)-2-pentadecanoyl-glycero-3-phosphocholine CCCCCCCCCCCCCCC(=O)O[C@H](COC(=O)CCCCCCC/C=C\CCCCCCC)COP(=O)([O-])OCC[N+](C)(C)C